5-amino-1,2,4-oxadiazole-3-carbonitrile NC1=NC(=NO1)C#N